((4-methoxyphenyl)(2,4,6-trimethoxyphenyl)methyl)triphenylphosphonium trifluoromethanesulfonate FC(S(=O)(=O)[O-])(F)F.COC1=CC=C(C=C1)C(C1=C(C=C(C=C1OC)OC)OC)[P+](C1=CC=CC=C1)(C1=CC=CC=C1)C1=CC=CC=C1